8-(6-(difluoromethyl)-5-(trifluoromethyl)-1H-indazol-4-yl)-2-(((2R,7aS)-2-fluorotetrahydro-1H-pyrrolizin-7a(5H)-yl)methoxy)pyrido[4',3':4,5]thieno[2,3-d]pyrimidin-4-ol FC(C1=C(C(=C2C=NNC2=C1)C1=NC=CC2=C1SC=1N=C(N=C(C12)O)OC[C@]12CCCN2C[C@@H](C1)F)C(F)(F)F)F